1-(3-chlorophenyl)-5-oxo-N-(5-(trifluoromethyl)thiazol-2-yl)pyrrolidine-3-carboxamide ClC=1C=C(C=CC1)N1CC(CC1=O)C(=O)NC=1SC(=CN1)C(F)(F)F